Ethyl N-(2-((S)-2-(4-amino-3-chlorobenzamido)-3,3-dimethylbutanamido)-2-(3-(trifluoromethyl)phenyl)acetamido)-N-(2-(perfluorophenoxy)acetyl)glycinate NC1=C(C=C(C(=O)N[C@H](C(=O)NC(C(=O)NN(CC(=O)OCC)C(COC2=C(C(=C(C(=C2F)F)F)F)F)=O)C2=CC(=CC=C2)C(F)(F)F)C(C)(C)C)C=C1)Cl